NC1=CC=C(C(=O)N=C2NCCCN2)C=C1 4-amino-N-(tetrahydropyrimidine-2(1H)-ylidene)benzamide